C(CCC)[Sn](C=1N=C2N(C1)CCC2)(CCCC)CCCC 2-(tributylstannyl)-6,7-dihydro-5H-pyrrolo[1,2-a]imidazole